C1(OC([C@H]2[C@@H]3CC[C@H]([C@@H]12)O3)=O)=O (3aR,4S,7R,7aS)-hexahydro-4,7-epoxyisobenzofuran-1,3-dione